NC1=NC(=C2N=CN(C2=N1)CC(=O)NC1=CC(=NN1CC)C)NCC1=CC=C(C=C1)N(C)C 2-(2-amino-6-((4-(dimethylamino)benzyl)amino)-9H-purin-9-yl)-N-(1-ethyl-3-methyl-1H-pyrazol-5-yl)acetamide